FC1=CC=C(C=C1)CC(NC)C=1N=NN(C1)[C@H](C(=O)N1[C@H](C[C@@H](C1)O)C(=O)NC)C(C)(C)C (2R,4S)-1-[(2S)-2-[4-[2-(4-fluorophenyl)-1-(methylamino)ethyl]triazol-1-yl]-3,3-dimethyl-butanoyl]-4-hydroxy-N-methyl-pyrrolidine-2-carboxamide